C(C(O)C)(=O)O.C(C(O)C)(=O)O.[B] boron di(lactic acid)